isopropyl 4-(3-(3-fluoro-4-(2-methoxy-2-oxoethyl)phenoxy)propyl)piperidine-1-carboxylate FC=1C=C(OCCCC2CCN(CC2)C(=O)OC(C)C)C=CC1CC(=O)OC